C(#N)/C(/C(=O)O)=C/C1=CC2=C(C=C(O2)C#CC2=CC=C(C=C2)N(C2=CC=CC=C2)C2=CC=CC=C2)C=C1 (Z)-2-cyano-3-[2-[2-[4-(N-phenylanilino)phenyl]ethynyl]benzofuran-6-yl]prop-2-enoic acid